C(C)(C)(C)C1CCC(CC1)OC(=O)OOC(=O)OC1CCC(CC1)C(C)(C)C di(4-t-butylcyclohexyl)peroxydicarbonate